FC1=CC(=C(C=C1)NC1=C(C(=O)O)C=C(C=C1)C(F)(F)F)C 2-((4-fluoro-2-methylphenyl)amino)-5-(trifluoro-methyl)-benzoic acid